FC(C1=CC(=C(C=C1)N1CCNCC1)NC1=NC=CC(=N1)C(F)(F)F)(F)F 4-(4-(trifluoromethyl)-2-((4-(trifluoromethyl)pyrimidin-2-yl)amino)phenyl)piperazine